3-methylbenzimidazol CN1C=NC2=C1C=CC=C2